2-(5-fluoro-2-thenoyl)-acetonitrile FC1=CC=C(S1)C(=O)CC#N